COC(=O)C1=CC=C2C=NN(C2=C1)C1CCOCC1 1-(Tetrahydro-2H-pyran-4-yl)-1H-indazole-6-carboxylic acid methyl ester